CC=1OC(=C(N1)C=1C(=NOC1CCCCC)C1=CC=CC=C1)C1=CC=C(C=C1)C 4-(2-Methyl-5-(p-tolyl)oxazol-4-yl)-5-pentyl-3-phenylisoxazole